4,4-dimethyl-6-(5-(6-(4-methylpiperazin-1-yl)pyridin-3-yl)-1H-pyrrolo[2,3-b]pyridin-3-yl)-3,4-dihydroisoquinolin-1(2H)-one CC1(CNC(C2=CC=C(C=C12)C1=CNC2=NC=C(C=C21)C=2C=NC(=CC2)N2CCN(CC2)C)=O)C